C1[C@@H]([C@H](O[C@H]1N2C=NC3=C(N=CN=C32)N)COP(=O)([O-])OP(=O)([O-])OP(=O)(O)[O-])O The molecule is a 2'-deoxyribonucleoside triphosphate oxoanion that is the trianion of 2'-deoxyadenosine 5'-triphosphate, arising from deprotonation of three of the four triphosphate OH groups; major species at pH 7.3. It is a conjugate base of a dATP. It is a conjugate acid of a dATP(4-).